N-Trifluoroacetyl-Glucosamine FC(C(=O)N[C@H]1C(O)O[C@@H]([C@H]([C@@H]1O)O)CO)(F)F